FC1(CCC(CC1)C1=CC(=NC(=N1)C1=CN=CN1C)C(=O)NC=1C=NC(=CC1)C(C)(C)O)F 6-(4,4-Difluorocyclohexyl)-N-(6-(2-hydroxypropan-2-yl)pyridin-3-yl)-2-(1-methyl-1H-imidazol-5-yl)pyrimidine-4-carboxamide